7-bromoimidazo[2,1-f][1,2,4]Triazine-2,4-diol BrC1=CN=C2C(=NC(=NN21)O)O